methyl (2R,4S,5R,6R)-6-((1S,2R)-3-(2-([1,1'-biphenyl]-4-yl)acetamido)-2-acetoxy-1-fluoropropyl)-4-acetoxy-5-amino-2-(p-tolylthio)tetrahydro-2H-pyran-2-carboxylate C1(=CC=C(C=C1)CC(=O)NC[C@H]([C@H](F)[C@H]1[C@@H]([C@H](C[C@](O1)(C(=O)OC)SC1=CC=C(C=C1)C)OC(C)=O)N)OC(C)=O)C1=CC=CC=C1